4-(4-(trifluoromethyl)phenyl)pyrrolidine-2-carboxamide FC(C1=CC=C(C=C1)C1CC(NC1)C(=O)N)(F)F